(4S)-2-{[(2S)-1,4-Dioxolan-2-yl]methyl}-4-methyl-8-(trifluoromethyl)-N-{[2-(trifluoromethyl)pyrimidin-5-yl]methyl}-4,5-dihydro-2H-furo[2,3-g]indazole-7-carboxamide O1[C@H](COC1)CN1N=C2C3=C(C[C@@H](C2=C1)C)OC(=C3C(F)(F)F)C(=O)NCC=3C=NC(=NC3)C(F)(F)F